COC(C(C)(N1C[C@@H](O[C@@H](C1)C)C)NC=1C(=NC=C(C1)Br)[N+](=O)[O-])=O ((5-bromo-2-nitropyridin-3-yl)amino)-2-((2s,6r)-2,6-dimethylmorpholinyl)propanoic acid methyl ester